(R)-4-(4-(1-chloro-6,7,8,9-tetrahydro-5H-benzo[7]annulen-5-yl)piperazin-1-yl)-N-((4-(((7-(methylsulfonyl)-7-azaspiro[3.5]nonan-2-yl)methyl)amino)-3-nitrophenyl)sulfonyl)benzamide ClC1=CC=CC2=C1CCCC[C@H]2N2CCN(CC2)C2=CC=C(C(=O)NS(=O)(=O)C1=CC(=C(C=C1)NCC1CC3(C1)CCN(CC3)S(=O)(=O)C)[N+](=O)[O-])C=C2